ClC1=CC=C2C(=NC(N(C2=C1)C1=CN=C(N1C)C(=O)OCC)=O)N(C)C ethyl 5-(7-chloro-4-(dimethylamino)-2-oxoquinazolin-1(2H)-yl)-1-methyl-1H-imidazole-2-carboxylate